((3R)-7-chloro-8-((2-fluorophenyl)methyl)-1-methyl-2-oxo-1,2,3,4-tetrahydroquinolin-3-yl)urea ClC1=CC=C2C[C@H](C(N(C2=C1CC1=C(C=CC=C1)F)C)=O)NC(=O)N